[2-(5,6,7,8-tetrahydroimidazo[1,2-a]pyridin-7-ylmethoxy)pyrimidin-5-yl]methylamine N=1C=CN2C1CC(CC2)COC2=NC=C(C=N2)CN